amino-4-cyclobutoxy-N-(1-methyl-1H-pyrazol-3-yl)pyrimidine-5-carboxamide NC1=NC=C(C(=N1)OC1CCC1)C(=O)NC1=NN(C=C1)C